tert-butyl benzyl(1-(bis(4,4,5,5-tetramethyl-1,3,2-dioxaborolan-2-yl)methyl)-3-(2-(mesityl sulfonyl)hydrazineylidene)cyclobutyl)carbamate C(C1=CC=CC=C1)N(C(OC(C)(C)C)=O)C1(CC(C1)=NNS(=O)(=O)C1=C(C=C(C=C1C)C)C)C(B1OC(C(O1)(C)C)(C)C)B1OC(C(O1)(C)C)(C)C